2-(1-benzyl-1H-pyrazol-4-yl)-5-hydroxy-N-(isoxazol-4-yl)-1-methyl-6-oxo-1,6-dihydropyrimidine-4-carboxamide C(C1=CC=CC=C1)N1N=CC(=C1)C=1N(C(C(=C(N1)C(=O)NC=1C=NOC1)O)=O)C